C(CC)C1=CNC2=CC=CC(=C12)ON O-(3-Propyl-1H-indol-4-yl)hydroxylamine